[Na+].[Ru+3].N1N=CC2=CC=CC=C12.N1N=CC2=CC=CC=C12 bis(1H-indazole) ruthenium (III) sodium